(1,3-dimethyl-4,5,6,7-tetrahydroindenyl)(1-methylcyclopentadienyl)zirconium dichloride [Cl-].[Cl-].CC1C(=C(C=2CCCCC12)C)[Zr+2]C1(C=CC=C1)C